1,3,6-trihydroxy-2,7,8-trimethyl-xanthone OC1=C(C(=CC=2OC3=CC(=C(C(=C3C(C12)=O)C)C)O)O)C